triisopropyl-triallylcyclotrisiloxane C(C)(C)[Si]1(O[Si](O[Si](O1)(CC=C)C(C)C)(CC=C)C(C)C)CC=C